3-methoxymethyl-1-(2-pyrrolidin-1-yl-pyrimidin-5-ylmethyl)-1H-pyrazole COCC1=NN(C=C1)CC=1C=NC(=NC1)N1CCCC1